BrC1=CN(C2=NC(=CC=C21)C#N)S(=O)(=O)C2=CC=C(C)C=C2 3-bromo-1-p-toluenesulfonyl-1H-pyrrolo[2,3-b]pyridine-6-carbonitrile